CC=1N(N=C2C=C(C=CC12)CO)C1=NC(=NC(=C1)N1CCOCC1)OCCC=1C=NN(C1)C (3-methyl-2-(2-(2-(1-methyl-1H-pyrazol-4-yl)ethoxy)-6-morpholinopyrimidin-4-yl)-2H-indazol-6-yl)methanol